2,5-dioxo-1,4-bicyclo[2.2.2]octanedicarboxylic acid O=C1C2(CC(C(C1)(CC2)C(=O)O)=O)C(=O)O